(R) or (S)-1-cyclopropyl-4-fluoro-N'-((3-methyl-2-(trifluoromethyl)-6,7-dihydro-5H-cyclopenta[b]pyridin-4-yl)carbamoyl)-1H-pyrazole-3-sulfonimidamide C1(CC1)N1N=C(C(=C1)F)[S@@](=O)(N)=NC(NC1=C2C(=NC(=C1C)C(F)(F)F)CCC2)=O |o1:9|